C(C)(C)(C)[P]([C@H]1CCCC2=CC=CC=C12)(C1CCCC2=CC=CC=C12)C(C)(C)C (S)-di-tert-butyl-tetrahydrodinaphthyl-phosphorus